imidazo[4',5':4,5]benzo[1,2-d]azepine-7(1H)-carboxylate N1C=NC2=CC3=C(C=CN(C=C3)C(=O)[O-])C=C21